sodium (4-{(S)-2-[(S)-2-(methoxycarbonylamino)-3-phenylpropan-amido]-2-(2-(thiophen-2-yl)thiazol-4-yl)ethyl}phenyl)sulfamate COC(=O)N[C@H](C(=O)N[C@@H](CC1=CC=C(C=C1)NS([O-])(=O)=O)C=1N=C(SC1)C=1SC=CC1)CC1=CC=CC=C1.[Na+]